di-n-butoxydi(ethoxyacetoacetyl)titanium C(CCC)O[Ti](C(CC(=O)COCC)=O)(C(CC(=O)COCC)=O)OCCCC